3-bromo-6,6-dimethyl-2-(oxazol-5-yl)-6,7-dihydro-4H-pyrazolo[5,1-c][1,4]oxazine BrC=1C(=NN2C1COC(C2)(C)C)C2=CN=CO2